[K+].N(N)C1=C(N=C(S1)CCS(=O)(=O)[O-])C1=C(C=CC=C1)OC hydrazino-4-(2'-methoxyphenyl)thiazoleethanesulfonic acid potassium salt